N-(1-cyclobutyl-3-((3,3-difluoro-cyclobutyl)methyl)-4-methyl-1H-pyrazol-5-yl)-3,3-difluorocyclobutane-1-carboxamide C1(CCC1)N1N=C(C(=C1NC(=O)C1CC(C1)(F)F)C)CC1CC(C1)(F)F